ClC=1C=C(C2=C([C@@H](CO2)O)C1)S(=O)(=O)NC1=C(C(=C(C=C1)F)C=1C(=C2C=NC(=NC2=CC1)NC1CCNCC1)F)F (3S)-5-chloro-N-{2,4-difluoro-3-[5-fluoro-2-(piperidin-4-ylamino)quinazolin-6-yl]phenyl}-3-hydroxy-2,3-dihydro-1-benzofuran-7-sulfonamide